5-(4-oxo-1-(1-oxo-1,3-dihydroisobenzofuran-5-yl)-2-thioxo-7-oxa-1,3-diazaspiro[4.4]non-3-yl)-3-(trifluoromethyl)pyridinecarbonitrile O=C1N(C(N(C12COCC2)C=2C=C1COC(C1=CC2)=O)=S)C=2C=C(C(=NC2)C#N)C(F)(F)F